tris((2,6-dimethylheptan-4-yl)oxy)silane CC(C)CC(CC(C)C)O[SiH](OC(CC(C)C)CC(C)C)OC(CC(C)C)CC(C)C